C(#N)C1=NC(=NC(=C1)C)N1CCC2(CC1)[C@@H](CC=1C2=NC=CC1)N[S@](=O)C(C)(C)C (R)-N-((R)-1'-(4-cyano-6-methylpyrimidin-2-yl)-5,6-dihydrospiro[cyclopenta[b]pyridine-7,4'-piperidine]-6-yl)-2-methylpropane-2-sulfinamide